3-[5-(1-{7-azaspiro[3.5]nonan-2-yl}pyrazol-4-yl)-1-oxo-3H-isoindol-2-yl]piperidine-2,6-dione C1C(CC12CCNCC2)N2N=CC(=C2)C=2C=C1CN(C(C1=CC2)=O)C2C(NC(CC2)=O)=O